5-mercapto-2,4-dimethylphenyl-dimethylaminocarboxylic acid SC=1C(=CC(=C(C1)CN(C)C(=O)O)C)C